C1(CCCC1)OCCOC=1C=NC=2CCN(CC2C1)C1=NC=C(C#N)C=C1C 6-(3-(2-(cyclopentyloxy)ethoxy)-7,8-dihydro-1,6-naphthyridin-6(5H)-yl)-5-methylnicotinonitrile